C(C)OC(C)N1N=CC(=C1)C1=C(C=2N(C=N1)N=C(N2)N[C@H](CF)C)O[C@H](C(F)(F)F)C 7-(1-(1-ethoxyethyl)-1H-pyrazol-4-yl)-N-((S)-1-fluoropropan-2-yl)-8-(((S)-1,1,1-trifluoropropan-2-yl)oxy)-[1,2,4]triazolo[1,5-c]pyrimidin-2-amine